N-(4-METHOXYBENZYL)PYRIMIDIN-2-AMINE COC1=CC=C(C=C1)CNC2=NC=CC=N2